(l)-4-[2-chloro-6-(methylamino)-9H-purinyl]methyl-benzoic acid ClC1=NC(=C2N=CN(C2=N1)CC1=CC=C(C(=O)O)C=C1)NC